2,5-bis(o-chlorophenyl)-4-(3,4-dimethoxy-phenyl)-1H-imidazole ClC1=C(C=CC=C1)C=1NC(=C(N1)C1=CC(=C(C=C1)OC)OC)C1=C(C=CC=C1)Cl